methyl 2-amino-4-[3-(tert-butoxycarbonylamino)propyl-propyl-carbamoyl]-3H-1-benzazepine-8-carboxylate NC1=NC2=C(C=C(C1)C(N(CCC)CCCNC(=O)OC(C)(C)C)=O)C=CC(=C2)C(=O)OC